FC=1C=C(C=CC1)NC1=NC(=NC(=C1)C=1C=NC=C(C1)O)[C@@H]1CC[C@@H](N(C1)C(C)=O)C |r| (+/-)-cis-1-(5-(4-((3-fluorophenyl)amino)-6-(5-hydroxypyridin-3-yl)pyrimidin-2-yl)-2-methylpiperidin-1-yl)ethan-1-one